tert-butyl (3R)-3-{[(3-chloro-6-methoxypyridin-2-yl)oxy]methyl}-2-azabicyclo[3.1.0]hexane-2-carboxylate ClC=1C(=NC(=CC1)OC)OC[C@@H]1N(C2CC2C1)C(=O)OC(C)(C)C